1-methyl-1-propylpyrrolidinium chloride [Cl-].C[N+]1(CCCC1)CCC